CN(C1=NC=CC(=C1CSC=1NC(C2=C(N1)CCC2)=O)C)C 2-({[2-(Dimethylamino)-4-methylpyridin-3-yl]methyl}sulfanyl)-3H,5H,6H,7H-cyclopenta[d]pyrimidin-4-one